6-methyl-2-(2-(6-methylpyridin-2-yl)-5,6-dihydrocyclopenta[d]imidazol-1(4H)-yl)imidazo[2,1-b][1,3,4]thiadiazole-5-carbaldehyde CC=1N=C2SC(=NN2C1C=O)N1C(=NC2=C1CCC2)C2=NC(=CC=C2)C